2-(1H-indol-3-yl)ethanol N1C=C(C2=CC=CC=C12)CCO